4-(2,3-difluorophenyl)-3-oxo-6-(trifluoromethyl)-3H-pyrido[1,2-c]pyrimidine FC1=C(C=CC=C1F)C1=C2N(C=NC1=O)C=CC(=C2)C(F)(F)F